1,1,1,2,2,3,3,4,4,5,5,6,6-tridecafluorodecane FC(C(C(C(C(C(CCCC)(F)F)(F)F)(F)F)(F)F)(F)F)(F)F